C(C)(C)(C)N(C(O)=O)C=1C(=NC(=CC1)OC)CCC=C.COC=1C=C2C=CC(=CC2=CC1)C(=O)C1CNCCC1 (6-methoxy-2-naphthyl)-(3-piperidyl)methanone tert-butyl-(2-(but-3-en-1-yl)-6-methoxypyridin-3-yl)carbamate